pentanedioic chloride C(CCCC(=O)Cl)(=O)Cl